bromo(methoxy)methane BrCOC